COC=1C(=CC2=C(N=C(S2)NC(C(N2CCOCC2)C2=CC=C(C=C2)S(=O)(=O)CC)=O)C1)OC N-(5,6-Dimethoxy-benzothiazol-2-yl)-2-(4-ethanesulfonyl-phenyl)-2-morpholin-4-yl-acetamide